N1(CC=CC=C1)C(=O)OC(C)(C)C Pyridine-1-carboxylic acid, 1-dimethylethyl ester